trans-N-(5-chlorobenzo[d]oxazol-2-yl)-4-(2-(cis-3-(trifluoromethoxy)cyclobutoxy)acetamido)cyclohexanecarboxamide ClC=1C=CC2=C(N=C(O2)NC(=O)[C@@H]2CC[C@H](CC2)NC(CO[C@@H]2C[C@@H](C2)OC(F)(F)F)=O)C1